4-(4-methylpiperazin-1-yl)pyrimidin-5-amine CN1CCN(CC1)C1=NC=NC=C1N